Hydroxypropyl-BisHydroxyethylamine OCCCN(CCO)CCO